CC1(OB(OC1(C)C)[C@@H]1[C@H](C1)C1=CC(=CC=C1)C(F)(F)F)C |r| racemic-4,4,5,5-tetramethyl-2-((1S,2S)-2-[3-(trifluoromethyl)phenyl]cyclopropyl)-1,3,2-dioxaborolane